O=C[C@H](C(C)C1=CC=CC=C1)NC(OC(C)(C)C)=O TERT-BUTYL (2S)-1-OXO-3-PHENYLBUTAN-2-YLCARBAMATE